C(C)(C)NC1=C(C=NC2=CC=C(C=C12)C=1C=NNC1)C(=O)NCCC1=CC=NC=C1 4-(isopropylamino)-6-(1H-pyrazol-4-yl)-N-(2-(pyridin-4-yl)ethyl)quinoline-3-carboxamide